CC(C(=O)O)CC1=C(NC2=C(C=C(C=C12)COCC)NC1CCCC1)C1=CC=CC=C1.C1(CCCC1)NC=1C=C(C=C2C(=C(NC12)C1=CC=CC=C1)CCC(=O)OC)COCC Methyl 3-(7-(cyclopentylamino)-5-(ethoxymethyl)-2-phenyl-1H-indol-3-yl)propanoate {methyl 3-(7-(cyclopentylamino)-5-(ethoxymethyl)-2-phenyl-1H-indol-3-yl)propanoate}